CO[C@H]1[C@@H]([C@H](OC([C@@H]1O)O)CO)O 3-O-methyl-D-glucopyranose